N-(2,4-difluorophenyl)-1-fluoro-6,7,8,9-tetrahydro-5H-5,8-epiminocyclohepta[c]-pyridine-10-carboxamide FC1=C(C=CC(=C1)F)NC(=O)N1C2CCC1CC=1C(=NC=CC12)F